CS(=O)C1=CC(=CN=N1)N1CC2CCC(C1)N2[C@@H]2CC[C@@H](CC2)C2=CC=CC=C2 3-(6-methanesulfinylpyridazin-4-yl)-8-[cis-4-phenylcyclohexyl]-3,8-diazabicyclo[3.2.1]octane